1,2-bis(2,6-dichlorophenyl)-ethane ClC1=C(C(=CC=C1)Cl)CCC1=C(C=CC=C1Cl)Cl